C(CCCCCCCCC)OC(CCCCCN(CCCCO)CCCCCC(OCCCCCCCCCC)O[Si](CCCCCC)(C)C)O[Si](C)(C)CCCCCC 4-(bis(6-(decyloxy)-6-((hexyldimethylsilyl)oxy)hexyl)amino)butan-1-ol